C(C=C\C=C/CCCC)(=O)N 4Z,7Z-nonadienamide